1-(trimethoxysilyl)-N-(2-aminoethyl)-3-aminopropyl-methyldimethoxysilane CO[Si](C(CCNCCN)[Si](OC)(OC)C)(OC)OC